N-Benzyl-N-methyl-1-((6-morpholinopyridin-3-yl)sulfonyl)piperidin-4-amine C(C1=CC=CC=C1)N(C1CCN(CC1)S(=O)(=O)C=1C=NC(=CC1)N1CCOCC1)C